FC1=C(C=C(C=C1)F)NS(=O)(=O)C1=CNC2=CC(=CC=C12)C N-(2,5-difluorophenyl)-6-methyl-1H-indole-3-sulfonamide